(1S,3R)-3-(3-(5-chloro-4-((R)-4-hydroxy-5,5-dimethyl-5,6-dihydro-4H-pyrrolo[1,2-b]pyrazol-3-yl)pyridin-2-yl)ureido)-N-methylcyclohexane-1-carboxamide ClC=1C(=CC(=NC1)NC(N[C@H]1C[C@H](CCC1)C(=O)NC)=O)C1=C2N(N=C1)CC([C@H]2O)(C)C